1-(2,6-dichlorobenzyl)-2-methyl-1H-imidazol ClC1=C(CN2C(=NC=C2)C)C(=CC=C1)Cl